BrC1=CC=CC(=C1C(C(=O)OCC)(F)F)OC1=CC(=CC(=C1)C)F ethyl [6-bromo-2-(3-fluoro-5-methylphenoxy)phenyl]difluoroacetate